(2S,3R)-3-hydroxy-2-piperidinecarboxylic acid hydrochloride Cl.O[C@H]1[C@H](NCCC1)C(=O)O